4-((3-(5-Cyanothiophen-2-yl)-1H-pyrazol-5-yl)amino)-N-(3-morpholinopropylamino)benzamide C(#N)C1=CC=C(S1)C1=NNC(=C1)NC1=CC=C(C(=O)NNCCCN2CCOCC2)C=C1